FC(S(=O)(=O)[O-])(F)F.[Ag+].CC=1N(C(=CN1)[N+](=O)[O-])CCSC=1OC(=NN1)C1=NC=CC=C1 2-((2-(2-methyl-5-nitro-1H-imidazole-1-yl)ethyl)thio)-5-(pyridine-2-yl)-1,3,4-oxadiazole silver trifluoromethanesulfonate